L-α-methylvaline C[C@](N)(C(C)C)C(=O)O